4-chloro-N-(3-methyl-5-(phenylethynyl)pyridin-2-yl)-1-(1-(3,3,3-trifluoropropanoyl)piperidin-4-yl)-1H-pyrazole-5-carboxamide ClC=1C=NN(C1C(=O)NC1=NC=C(C=C1C)C#CC1=CC=CC=C1)C1CCN(CC1)C(CC(F)(F)F)=O